CC1(CC(C1)N1C(N(C(C1)C#N)C1=CN=CC2=CC=CC=C12)=O)C 1-(3,3-dimethylcyclobutyl)-3-(isoquinolin-4-yl)-2-oxoimidazoline-4-carbonitrile